NC=1C=C(C=C2C=C(N=CC12)NC1=NN(C=C1)C(C#N)C)C=1C=NC=CC1C 2-(3-(8-amino-6-(4-methylpyridin-3-yl)isoquinolin-3-ylamino)-1H-pyrazol-1-yl)propanenitrile